1-((1s,3s)-3-(2-oxa-5-azabicyclo[2.2.2]oct-5-yl)-3-methylcyclobutyl)-6-bromo-3,3-dimethyl-1,3-dihydro-2H-pyrrolo[3,2-b]pyridin-2-one [C@@H]12OCC(N(C1)C1(CC(C1)N1C(C(C3=NC=C(C=C31)Br)(C)C)=O)C)CC2